CC1=C/C(=C(\\C2=CC=C(C=C2)N)/C3=CC(=C(C=C3)N)C)/C=CC1=[NH2+] The molecule is an iminium ion obtained by protonation of the imino group of magenta II free base. It is a conjugate acid of a magenta II free base.